(R)-N-((2-(2-amino-3-(2,4-dichlorophenyl)propanoyl)isoindolin-5-yl)methyl)-1H-pyrazole-4-sulfonamide N[C@@H](C(=O)N1CC2=CC=C(C=C2C1)CNS(=O)(=O)C=1C=NNC1)CC1=C(C=C(C=C1)Cl)Cl